2-[(12AR)-8-chloro-10-ethynyl-1,2,3,4,12,12a-hexahydro-6H-pyrazino[2,1-c][1,4]benzoxazepin-9-yl]-3-methylphenol ClC=1C(=C(C2=C(CN3[C@@H](CO2)CNCC3)C1)C#C)C1=C(C=CC=C1C)O